C12(CC3CC(CC(C1)C3)C2)NC(C(C2=CC=CC=C2)N(C(C2=CC=C(C=C2)[N+]#[C-])=O)C2=CC=CC=C2)=O N-(2-(adamantan-1-ylamino)-2-oxo-1-phenylethyl)-4-isocyano-N-phenylbenzamide